CC1=C(C=C(N1CC(F)(F)F)C(=O)OCC)S(=O)(=O)C=1C=C2C=NN(C2=CC1)COCC[Si](C)(C)C ethyl 5-methyl-1-(2,2,2-trifluoroethyl)-4-[1-(2-trimethylsilylethoxymethyl) indazol-5-yl]sulfonyl-pyrrole-2-carboxylate